BrC=1C2=C(C(N(C1)C)=O)N(C(=C2C(=O)NNC(C(C)(C)O)=O)C)COCC[Si](C)(C)C 4-bromo-N'-(2-hydroxy-2-methylpropanoyl)-2,6-dimethyl-7-oxo-1-((2-(trimethylsilyl)ethoxy)methyl)-6,7-dihydro-1H-pyrrolo[2,3-c]pyridine-3-carbohydrazide